5-(3-chloro-2-fluoropyridin-4-yl)-3-((cyclopropylmethyl)amino)-4H-benzo[e][1,2,4]thiadiazine 1,1-dioxide ClC=1C(=NC=CC1C1=CC=CC2=C1NC(=NS2(=O)=O)NCC2CC2)F